ClC=1C=C(C=C(C1)C(F)(F)F)[C@@H]1NC[C@H](CC1)C (2R,5S)-2-[3-Chloro-5-(trifluoromethyl)phenyl]-5-methyl-piperidine